[Li].F hydrofluoric acid lithium salt